2-chloro-6-(4,4-difluoro-1-piperidyl)-4-methyl-pyridine ClC1=NC(=CC(=C1)C)N1CCC(CC1)(F)F